CN([C@@H]1[C@H](CC[C@@H](C1)C1=CC(=CC=C1)C(F)(F)F)O)C (1S,2S,4S)-2-(dimethylamino)-4-[3-(trifluoromethyl)phenyl]cyclohexanol